C(C)OC1=CC(=C(C=C1)B(O)O)C(F)(F)F 4-ETHOXY-2-(TRIFLUOROMETHYL)PHENYLBORONIC ACID